C1(=CC=CC=C1)C1=NC=2C=CCC3=C4C=CC=CC4=CN1C23 5-Phenyl-1H-imidazo[4,5,1-de]phenanthridine